C(C)C=1C=CC2=CN(N=C2C1NC(=O)N=S(=O)(N)C=1SC(=CN1)C(C)(C)O)C N'-((6-ethyl-2-methyl-2H-indazol-7-yl)carbamoyl)-5-(2-hydroxypropan-2-yl)-thiazole-2-sulfonimidamide